FC(C(=O)N1[C@H](CN(CC1)C=1C2=C(N=C(N1)OCC13CCCN3CCC1)N=C(C=C2)C2=CC=CC=1CCCCC21)CC#N)=C (S)-2-(1-(2-fluoroacryloyl)-4-(2-((tetrahydro-1H-pyrrolizin-7a(5H)-yl)methoxy)-7-(5,6,7,8-tetrahydronaphthalen-1-yl)pyridino[2,3-d]pyrimidin-4-yl)piperazin-2-yl)acetonitrile